(S)-3-(5-((4-Chloro-5-((3-(2,3-dihydrobenzo[b][1,4]dioxin-6-yl)-2-methylbenzyl)oxy)-2-((3-hydroxypyrrolidin-1-yl)methyl)phenoxy)methyl)nicotinamido)propanoic acid ClC1=CC(=C(OCC=2C=NC=C(C(=O)NCCC(=O)O)C2)C=C1OCC1=C(C(=CC=C1)C1=CC2=C(OCCO2)C=C1)C)CN1C[C@H](CC1)O